Trans-(3-(2-((3-aminocyclohexyl)amino)-5-(trifluoromethyl)pyrimidin-4-yl)-1H-indol-7-yl)dimethylphosphine oxide N[C@@H]1C[C@H](CCC1)NC1=NC=C(C(=N1)C1=CNC2=C(C=CC=C12)P(C)(C)=O)C(F)(F)F